N-(methylsulfonyl)-6-[2-(pyridin-3-yl)-1,3-thiazol-5-yl]pyridin-2-carboxamide CS(=O)(=O)NC(=O)C1=NC(=CC=C1)C1=CN=C(S1)C=1C=NC=CC1